2-(cyclohexylmethoxy)-1-naphthaldehyde C1(CCCCC1)COC1=C(C2=CC=CC=C2C=C1)C=O